C1(=CC=C(C=C1)C1(CC=C(C=C1)N(C1=CC=CC=C1)C1=CC=CC=C1)NC1=CC=C(C=C1)C1(CC(C2=CC=C(C=C12)N(C1=CC=C(C=C1)N(C1=CC=CC=C1)C1=CC=CC=C1)C1=CC=C(C=C1)C1=CC=CC=C1)(C)C)C)C1=CC=CC=C1 1-([1,1-biphenyl]-4-yl)-N1-(4-(6-([1,1'-biphenyl]-4-yl(4-(diphenylamino)phenyl)amino)-1,3,3-trimethyl-2,3-dihydro-1H-inden-1-yl)phenyl)-N4,N4-diphenylbenzene-1,4-diamine